FC1=C(C=2N(C=C1NC(=O)N1CCC=3C1=NC=CC3N3C[C@H](N(CC3)C(=O)OC(C)(C)C)C)C=C(N2)C)C tert-butyl (R)-4-(1-((7-fluoro-2,8-dimethylimidazo[1,2-a]pyridin-6-yl)carbamoyl)-2,3-dihydro-1H-pyrrolo[2,3-b]pyridin-4-yl)-2-methylpiperazine-1-carboxylate